1-(3-(5-fluoropyridin-2-yl)-5-(hydroxymethyl)-1H-pyrazol-1-yl)-3-methylbutan-2-one FC=1C=CC(=NC1)C1=NN(C(=C1)CO)CC(C(C)C)=O